ClC1=NC(=NC(=N1)C1=CC=CC=C1)C1=NC(=NC2=CC=CC=C12)C1=CC=CC=C1 4-(4-chloro-6-phenyl-1,3,5-triazin-2-yl)-2-phenylquinazoline